C(C)OC(=O)C=1C(=NC2=CC=CC=C2C1Cl)C=1N(C=CC1)C(=O)OC(C)(C)C 2-(1-(tert-Butoxycarbonyl)-1H-pyrrol-2-yl)-4-chloroquinoline-3-carboxylic acid ethyl ester